C1C(CCC=2C3=CC=CC=C3NC12)N 2,3,4,9-tetrahydro-1H-carbazol-2-amine